2-methyl-5-(pyrimidin-2-yl)-1,3-thiazole CC=1SC(=CN1)C1=NC=CC=N1